3-ethyl-2,4-dimethyl-1H-pyrrole C(C)C1=C(NC=C1C)C